5-((6-(5-(((4-Methoxypyrimidin-2-yl)oxy)methyl)-1-methyl-1H-1,2,3-triazol-4-yl)-2-methylpyridin-3-yl)oxy)octahydropentalene-1-carboxylic acid COC1=NC(=NC=C1)OCC1=C(N=NN1C)C1=CC=C(C(=N1)C)OC1CC2CCC(C2C1)C(=O)O